Ethyl (E)-3-(2-chloropyrimidin-5-yl)acrylate ClC1=NC=C(C=N1)/C=C/C(=O)OCC